N1=C2C(=CC=C1)CC(C1=C(O2)C=CC=C1)CNC(OC(C)(C)C)=O tert-butyl ((5,6-dihydrobenzo[6,7]oxepino[2,3-b]pyridin-6-yl)methyl)carbamate